1-(3-(difluoromethyl)-5-fluorophenyl)-1H-pyrazol FC(C=1C=C(C=C(C1)F)N1N=CC=C1)F